C(C)OC(CF)O fluoroacetaldehyde ethyl hemiacetal